C(C)C=1N=CC=2N(C=3C=C(C=C(C3C2N1)F)F)CC1=CC=C(CP(O)(O)=O)C=C1 (4-((2-ethyl-7,9-difluoro-5H-pyrimido[5,4-b]indol-5-yl)methyl)benzyl)phosphonic acid